FC1=CC=C(C=C1)C=1SC(=CN1)[C@H]1[C@@H](C1)N trans-2-(2-(4-fluorophenyl)thiazol-5-yl)cyclopropylamine